4-methyl-N-((1-methyl-1H-pyrazol-4-yl)methyl)-3-(phenylsulfonylamino)benzamide CC1=C(C=C(C(=O)NCC=2C=NN(C2)C)C=C1)NS(=O)(=O)C1=CC=CC=C1